COC([C@@H](NCC1=C(C=NC=C1F)Cl)CCOC[C@H](CCC1=NC2=NC=CC=C2C=C1)O)=O N-(3-chloro-5-fluoroisonicotinyl)-O-((S)-2-hydroxy-4-(1,8-naphthyridin-2-yl)butyl)homoserine methyl ester